ClC1=NC=C(N=C1)SC1=C(C(=NC=C1)N1N=C(C=C1C)C)Cl 2-chloro-5-((3-chloro-2-(3,5-dimethyl-1H-pyrazol-1-yl)pyridin-4-yl)thio)pyrazine